2-fluoro-4-methyl-3-(2-(methylthio)-8,9-dihydroimidazo[1',2':1,6]pyrido[2,3-d]pyrimidin-6-yl)benzonitrile FC1=C(C#N)C=CC(=C1C1=CC2=C(N=C(N=C2)SC)N2C1=NCC2)C